2',4',6'-Trihydroxy-4-aminochalcone OC1=C(C(/C=C/C2=CC=C(C=C2)N)=O)C(=CC(=C1)O)O